1-octadecyl-2-tetradecanoyl-glycero-3-phosphoserine C(CCCCCCCCCCCCCCCCC)OCC(OC(CCCCCCCCCCCCC)=O)COP(=O)(O)OC[C@H](N)C(=O)O